1-[1-(Azetidin-3-yl)-4-piperidinyl]-3-(4-phenoxyphenyl)pyrazolo[3,4-d]pyrimidin-4-amine N1CC(C1)N1CCC(CC1)N1N=C(C=2C1=NC=NC2N)C2=CC=C(C=C2)OC2=CC=CC=C2